(E)-2-methoxy-4-[(8-methylnon-6-enamido)methyl]phenyl 1-(3-aminopropanoyl)piperidine-2-carboxylate NCCC(=O)N1C(CCCC1)C(=O)OC1=C(C=C(C=C1)CNC(CCCC\C=C\C(C)C)=O)OC